(aminoxy)diphenyl-phosphine oxide O(N)P(C1=CC=CC=C1)(C1=CC=CC=C1)=O